CN(CCOC(C)O)C (2-dimethylamino-ethoxy)-ethanol